(R)-4-((2-((5,5-dimethyl-4,5,6,7-tetrahydrobenzofuran-4-yl)amino)-3,4-dioxocyclobut-1-en-1-yl)amino)-3-hydroxy-N,N-dimethylpicolinamide CC1(CCC2=C(C=CO2)[C@@H]1NC1=C(C(C1=O)=O)NC1=C(C(=NC=C1)C(=O)N(C)C)O)C